NC1=C(C=NN1)C(=O)NC1CCC(CC1)NC1=CC=CC=2N1C=C(N2)C(F)(F)F 5-amino-N-[(1s,4s)-4-{[2-(trifluoromethyl)imidazo[1,2-a]pyridin-5-yl]amino}cyclohexyl]-1H-pyrazole-4-carboxamide